2-(chloromethyl)thiirane ClCC1SC1